4-oxopentanoic acid propyl ester C(CC)OC(CCC(C)=O)=O